NC1=C2C(N(N(C2=CC=C1CC1=CC=C(C=C1)OC)C)S(=O)(=O)C=1C=NC(=CC1)N1N=CC(=C1)C(F)(F)F)=O 4-amino-5-[(4-methoxyphenyl)methyl]-1-methyl-2-{6-[4-(trifluoromethyl)pyrazol-1-yl]pyridin-3-ylsulfonyl}indazol-3-one